2-[[4-[(E)-3-(4-Butoxy-3-ethoxyphenyl)prop-2-enoyl]phenyl]sulfonyl-methylamino]acetic acid C(CCC)OC1=C(C=C(C=C1)/C=C/C(=O)C1=CC=C(C=C1)S(=O)(=O)N(CC(=O)O)C)OCC